[(2S)-4-methyl-1-[[(4S,7R)-7-methyl-3-oxo-1-pyridin-2-ylsulfonylazepan-4-yl]amino]-1-oxopentan-2-yl]-1-benzofuran-2-carboxamide CC(C[C@H](C(=O)N[C@@H]1C(CN([C@@H](CC1)C)S(=O)(=O)C1=NC=CC=C1)=O)C1=C(OC2=C1C=CC=C2)C(=O)N)C